(2S)-2-[4-Fluoro-3-(trifluoromethyl)phenoxy]-N-(phenylmethyl)butanamide FC1=C(C=C(O[C@H](C(=O)NCC2=CC=CC=C2)CC)C=C1)C(F)(F)F